P(=O)(O)(O)OCC Ethyl dihydrogenphosphate